4-cinnamamidobutyl-2-methylbut-2-enamide C(C=CC1=CC=CC=C1)(=O)NCCCCC(=C(C(=O)N)C)C